2-amino-7-methyl-6,7-dihydro-1H-purin-6-one NC=1NC(C=2N(C=NC2N1)C)=O